CC1=C(C=CC=C1NC=1N=CC=C2C(C(=CNC12)C(=O)OCC)=O)C1=CC=CC=C1 ethyl 8-(2-methylbiphenyl-3-ylamino)-4-oxo-1,4-dihydro-1,7-naphthyridine-3-carboxylate